FC1=CC=C(C=N1)C1=C(NC2=NC=C(C=C21)C2=CC=C(CN1CC(CCC1)O)C=C2)COC 1-(4-(3-(6-fluoropyridin-3-yl)-2-(methoxymethyl)-1H-pyrrolo[2,3-b]pyridin-5-yl)benzyl)piperidin-3-ol